(2S,3S,4R)-4-((3-(1,1-difluorobut-3-en-1-yl)-7-methoxyquinoxalin-2-yl)oxy)-3-ethylpyrrolidine-2-carboxylic acid tert-butyl ester C(C)(C)(C)OC(=O)[C@H]1NC[C@@H]([C@H]1CC)OC1=NC2=CC(=CC=C2N=C1C(CC=C)(F)F)OC